OC1=C(C=CC(=C1)N(C)C)C1(OC(=O)C2=CC=CC=C12)C1=C(C=CC(=C1)Cl)OC 3-(2'-hydroxy-4'-di-methylaminophenyl)-3-(2'-methoxy-5'-chlorophenyl)phthalide